FP(OC)(OC(CCCCCCC\C=C/C\C=C/C\C=C/CC)=O)=O methyl α-linolenoyl fluorophosphonate